tert-butyl (2S,3R)-3-hydroxy-2-((((1s,4R)-4-(2-hydroxyphenyl)cyclohexyl)oxy)methyl)-5-methylpyrrolidine-1-carboxylate O[C@H]1[C@@H](N(C(C1)C)C(=O)OC(C)(C)C)COC1CCC(CC1)C1=C(C=CC=C1)O